COC1=CC=C(COC=2C(=CC3=CN(N=C3C2)C2CCOCC2)C(=O)OC)C=C1 methyl 6-((4-methoxybenzyl)oxy)-2-(tetrahydro-2H-pyran-4-yl)-2H-indazole-5-carboxylate